stannum selenium [Se].[Sn]